4-chloro-3-iodo-1-(4-(trifluoromethyl)phenyl)-1H-pyrazole ClC=1C(=NN(C1)C1=CC=C(C=C1)C(F)(F)F)I